CC1=C(C=C(C(=C1)C)C(=O)N1CCC(CC1)C1=CC=C(C=C1)C(F)(F)F)C1=NC2=C(CN(CC2)C(C)=O)N1 1-(2-(2,4-dimethyl-5-(4-(4-(trifluoromethyl)phenyl)piperidine-1-carbonyl)phenyl)-6,7-dihydro-3H-imidazo[4,5-c]pyridin-5(4H)-yl)ethanone